5-fluoro-4-bromo-2-methoxyaniline FC=1C(=CC(=C(N)C1)OC)Br